1-(1-(6-Chloro-1-(pyridin-3-yl)-1H-indazol-3-yl)ethyl)-3-(thiophen-3-yl)-1H-pyridine ClC1=CC=C2C(=NN(C2=C1)C=1C=NC=CC1)C(C)N1CC(=CC=C1)C1=CSC=C1